CC1=NN2C(C(NCC2)=O)=C1 2-methyl-6,7-dihydro-5H-pyrazolo[1,5-a]pyrazin-4-one